Cl.FC1=CC(=CC2=C1N=C(S2)C=2CCNCC2)C=2C=CC=1N(N2)C=C(N1)C 4-fluoro-6-(2-methylimidazo[1,2-b]pyridazin-6-yl)-2-(1,2,3,6-tetrahydropyridin-4-yl)-1,3-benzothiazole hydrochloride